4-oxo-2-(3-thiazolidinylcarbonyl)-1-pyrrolidinecarboxylic acid O=C1CC(N(C1)C(=O)O)C(=O)N1CSCC1